NC=1SC2=C(N1)C=C(C1=C2OC[C@@H](O1)CO)F (S)-(2-amino-5-fluoro-7,8-dihydro-[1,4]dioxino[2',3':3,4]benzo[1,2-d]thiazol-7-yl)methanol